C(SC)(OCCCCCCCCCC)=S O-decyl S-methyl dithiocarbonate